tert-butyl N-[1-[2-chloro-4-[[3-[3-(trifluoromethyl)-1H-pyrazol-4-yl]imidazo[1,2-a]pyrazin-8-yl]amino]benzoyl]-4-piperidyl]carbamate ClC1=C(C(=O)N2CCC(CC2)NC(OC(C)(C)C)=O)C=CC(=C1)NC=1C=2N(C=CN1)C(=CN2)C=2C(=NNC2)C(F)(F)F